N(N)C1=CC(=NC=N1)C#N 6-hydrazinopyrimidine-4-carbonitrile